6-bromo-4-[7-chloro-2-(oxan-2-yl)indazol-4-yl]-7-fluoro-3-pyridin-1-ium-1-yl-1H-quinolin-2-one BrC=1C=C2C(=C(C(NC2=CC1F)=O)[N+]1=CC=CC=C1)C=1C2=CN(N=C2C(=CC1)Cl)C1OCCCC1